C(C)(C)OB(OC(C)C)OC(C)C boric acid trisIsopropyl ester